[Pt].C(CC[C@@H](C(=O)O)NC(=O)C1=CC=C(NCC2=CN=C3N=C(N)NC(=O)C3=N2)C=C1)(=O)O Folic acid platinum